BrC1=C(C=C(CSC2=NC=3N(C(N(C(C3N2C)=O)C)=O)C)C=C1)Cl 8-((4-bromo-3-chlorobenzyl)thio)-1,3,7-trimethyl-1H-purine-2,6(3H,7H)-dione